3-bromo-N5-cyclopropyl-N7-methylbenzofuran-5,7-dicarboxamide BrC1=COC2=C1C=C(C=C2C(=O)NC)C(=O)NC2CC2